(2S)-2-(1,3-dioxo-1,3-dihydro-2H-isoindol-2-yl)propionyl chloride O=C1N(C(C2=CC=CC=C12)=O)[C@H](C(=O)Cl)C